ethyl 2-(3-cyclopropyl-4-hydroxy-6-oxopyridazin-1(6H)-yl)acetate C1(CC1)C1=NN(C(C=C1O)=O)CC(=O)OCC